N-(4-fluoro-5-(1-(5-formylpyrimidin-2-yl)-2,5-dihydro-1H-pyrrol-3-yl)-2-((3S,5R)-3,4,5-trimethylpiperazin-1-yl)phenyl)-6-oxo-4-(trifluoromethyl)-1,6-dihydropyridine-3-carboxamide FC1=CC(=C(C=C1C=1CN(CC1)C1=NC=C(C=N1)C=O)NC(=O)C1=CNC(C=C1C(F)(F)F)=O)N1C[C@@H](N([C@@H](C1)C)C)C